F.[P] phosphorus, hydrofluoride